2-chloro-2-oxoethane-1,1-diyl diacetate C(C)(=O)OC(C(=O)Cl)OC(C)=O